(S)-2-((R)-fluoro(4-methyl-4H-1,2,4-triazol-3-yl)methyl)oxetan F[C@@H]([C@H]1OCC1)C1=NN=CN1C